pyrido[3,4-d]pyridazin-7(6H)-one formate C(=O)O.C=1C=2C(C=NN1)=CNC(C2)=O